N-(3-cyano-5-fluoro-4-(1-(pyrrolidin-3-yl)-1H-pyrazol-4-yl)phenyl)-2-(6-(trifluoromethyl)pyridin-2-yl)acetamide C(#N)C=1C=C(C=C(C1C=1C=NN(C1)C1CNCC1)F)NC(CC1=NC(=CC=C1)C(F)(F)F)=O